FC1=C(C=CC(=C1)C1=NN(C=N1)C1=CC=C(C=C1)OC(F)(F)F)NC(=O)\N=C\1/SCC(N1C1=C(C=CC(=C1)OC)C(C)OC)=O (Z)-1-(2-fluoro-4-(1-(4-(trifluoromethoxy)phenyl)-1H-1,2,4-triazol-3-yl)phenyl)-3-(3-(5-methoxy-2-(1-methoxyethyl)phenyl)-4-oxothiazolidin-2-ylidene)urea